OCC1=CC(=NC=C1)C(=O)NC 4-(hydroxymethyl)-N-methylpyridine-2-carboxamide